BrC1=NC=C(C=N1)NC1=C(C(=O)O)C=C(C=C1[N+](=O)[O-])F 2-((2-bromopyrimidin-5-yl)amino)-5-fluoro-3-nitrobenzoic acid